3-(2-methyl-5-(5-(4-morpholinopiperidin-1-yl)pent-1-yn-1-yl)-4-oxoquinazolin-3(4H)-yl)piperidine-2,6-dione CC1=NC2=CC=CC(=C2C(N1C1C(NC(CC1)=O)=O)=O)C#CCCCN1CCC(CC1)N1CCOCC1